4-(3,5-dimethylphenoxy)phenyl-diazonium CC=1C=C(OC2=CC=C(C=C2)[N+]#N)C=C(C1)C